BrC1=CC(=C2CCCC(C2=C1)=O)Cl 7-bromo-5-chloro-3,4-dihydronaphthalen-1(2H)-one